trans-(1r,4r)-4-((5-chloro-4-(2-(4-fluorophenyl)pyridin-4-yl)pyrimidin-2-yl)amino)-N-methylcyclohexane-1-carboxamide ClC=1C(=NC(=NC1)N[C@@H]1CC[C@H](CC1)C(=O)NC)C1=CC(=NC=C1)C1=CC=C(C=C1)F